Cyanosulfurous acid S(O)(=O)C#N